CN(C1CCC(CC1)NC(=O)C=1C=2C=CN(C2C=C(C1)C#CCNC=1C(OC)=CC=C(C1)S(=O)(=O)C)CC(F)(F)F)C N-[(1r,4r)-4-(dimethylamino)cyclohexyl]-6-[3-(4-mesyl-2-anisidino)-1-propynyl]-1-(2,2,2-trifluoroethyl)-4-indolecarboxamide